COC=1C(=C(C(=CC1)C)C=1C=2N(C3=CC(=NC=C3C1)NC1=NC=CC=C1)N=CN2)C N-[4-(3-methoxy-2,6-dimethylphenyl)-[1,2,4]triazolo[1,5-a]1,6-naphthyridin-8-yl]pyridin-2-amine